N-(5-(3,5-difluorobenzyl)-1H-indazol-3-yl)-4-(4-(3-(1-(2,6-dioxopiperidin-3-yl)-1H-indol-5-yl)prop-2-yn-1-yl)piperazin-1-yl)-2-((tetrahydro-2H-pyran-4-yl)amino)benzamide FC=1C=C(CC=2C=C3C(=NNC3=CC2)NC(C2=C(C=C(C=C2)N2CCN(CC2)CC#CC=2C=C3C=CN(C3=CC2)C2C(NC(CC2)=O)=O)NC2CCOCC2)=O)C=C(C1)F